CS(=O)(=O)OC[C@H]1CN(CCC1)C1CCN(CC1)C(=O)OCC1=CC=CC=C1 |r| rac-benzyl 3-[(methyl sulfonyl)oxy]methyl[1,4'-bipiperidine]-1'-carboxylate